ClC1=C(C(=O)NC(NC2=NC=CC=C2)=O)C=CC(=C1)Cl 2,4-Dichloro-N-(pyridin-2-ylcarbamoyl)benzamide